(6-Bromo-4-methyl-1H-indazol-1-yl)-N,N-dimethylethan-1-amine BrC1=CC(=C2C=NN(C2=C1)C(C)N(C)C)C